cis-N1-(5-(1,5-naphthyridin-2-yl)pyrrolo[2,1-f][1,2,4]triazin-2-yl)cyclohexane-1,4-diamine N1=C(C=CC2=NC=CC=C12)C=1C=CN2N=C(N=CC21)N[C@@H]2CC[C@@H](CC2)N